C1(CC1)S(=O)(=O)NC=1SC=C(N1)C(C(=O)NC1=C(C=C(C=C1)C=1C=NC=C(C1)OC)C)(C)C 2-(2-(cyclopropanesulfonylamino)thiazol-4-yl)-N-(4-(5-methoxypyridin-3-yl)-2-methylphenyl)-2-methylpropanamide